methyl 1-(3-iodobenzyl)cyclopropane-1-carboxylate IC=1C=C(CC2(CC2)C(=O)OC)C=CC1